ClC1=NC(=CC=C1C(=O)N1CCS(CC1)(=O)=O)Cl (2,6-dichloropyridin-3-yl)-(1,1-dioxo-1,4-thiazinan-4-yl)methanone